N-(2-(2-fluorophenyl)pyridin-4-yl)-6-nitro-7-(3-(4-(2-((tetrahydro-2H-pyran-2-yl)Oxy)ethyl)piperazin-1-yl)propoxy)quinazolin-4-amine FC1=C(C=CC=C1)C1=NC=CC(=C1)NC1=NC=NC2=CC(=C(C=C12)[N+](=O)[O-])OCCCN1CCN(CC1)CCOC1OCCCC1